4-[(3S)-Oxazol-3-yl]-1,3-benzothiazole-6-carboxylic acid methyl ester COC(=O)C1=CC2=C(N=CS2)C(=C1)N1COC=C1